5-(6-chloro-5-(phenylsulfonylamino)pyridin-3-yl)-N-phenylnicotinamide ClC1=C(C=C(C=N1)C=1C=NC=C(C(=O)NC2=CC=CC=C2)C1)NS(=O)(=O)C1=CC=CC=C1